2-cyclohexyl-2-(3,3-dichlorobutyl)-1-ethoxy-3-methoxy-propane C1(CCCCC1)C(COCC)(COC)CCC(C)(Cl)Cl